FC1=C(C=C(C=C1)CCCC(=O)O)OC 4-(4-fluoro-3-methoxyphenyl)butanoic acid